ClC1=CC=C(C=C1)C1=C2C=CC3=CC=C(C4=CC=C(C=C1)C2=C43)N(C4=CC=CC=C4)C4=CC=CC=C4 6-(4-chlorophenyl)-N,N-diphenylpyren-1-amine